ClC1=NC(=NC(=N1)NCC1=NN(C=C1Cl)C)N 6-chloro-N2-[(4-chloro-1-methyl-1H-pyrazol-3-yl)methyl]-1,3,5-triazine-2,4-diamine